N-(5-([1,1'-biphenyl]-3-ylmethyl)-6-isobutyryl-6-azaspiro[2.5]octan-4-yl)methanesulfonamide C1(=CC(=CC=C1)CC1C(C2(CC2)CCN1C(C(C)C)=O)NS(=O)(=O)C)C1=CC=CC=C1